FC(OC=1C=C(C(=O)OC)C=C(C1)/C(/N)=N/O)F methyl (Z)-3-(difluoromethoxy)-5-(N'-hydroxy carbamimidoyl)benzoate